(6-(1H-1,2,3-triazol-1-yl)-5-(trifluoromethyl)pyridin-3-yl)urea N1(N=NC=C1)C1=C(C=C(C=N1)NC(=O)N)C(F)(F)F